sodium dimethylglycinate CN(CC(=O)[O-])C.[Na+]